C[C@@H]1C2CCC3CCN(CCCCCC4NCCNC4C(N1)=O)C3N2 (2R)-2-methyl-4-oxo-3,6,9,16,22-pentaazatetracyclo[14.5.2.05,10.019,23]Tricosane